(+/-)-TRANS-AZETIDINE-2,4-DICARBOXYLIC ACID C1[C@@H](N[C@H]1C(=O)O)C(=O)O